2-(Methoxymethyl)-2,4-dimethyl-7-(benzenesulfonyl)-1,2,4,7-tetrahydro-3H-pyrrolo[3',2':5,6]Pyrido[3,4-b]pyrazin-3-one COCC1(NC2=C(N(C1=O)C)C=NC1=C2C=CN1S(=O)(=O)C1=CC=CC=C1)C